N-(2-pyridyl)ethylenediamine N1=C(C=CC=C1)NCCN